2-(8-chloro-2-methylimidazo[1,2-a]pyridin-6-yl)-7-(1-methylpiperidin-4-yl)-4H-pyrido[1,2-a]pyrimidin-4-one ClC=1C=2N(C=C(C1)C=1N=C3N(C(C1)=O)C=C(C=C3)C3CCN(CC3)C)C=C(N2)C